ClC1=NC(=CC(=C1)C#N)Cl 2,6-dichloro-4-cyanopyridine